N,N-bis(9,9-dimethyl-9H-fluoren-4-yl)-9,9-spirobi(fluorene)-2-amine CC1(C2=CC=CC=C2C=2C(=CC=CC12)N(C1=CC=2C3(C4=CC=CC=C4C2C=C1)C1=CC=CC=C1C=1C=CC=CC13)C1=CC=CC=3C(C2=CC=CC=C2C13)(C)C)C